FC(N1N=C(C=C1)[C@@]1(C[C@H](C=2C=NC=3N(C21)N=C(C3)F)C(=O)NC=3C=NC(=C(C3)OC)C3=NC=CC=N3)C)F (trans)-8-(1-(difluoromethyl)-1H-pyrazol-3-yl)-2-fluoro-N-(5-methoxy-6-(pyrimidin-2-yl)pyridin-3-yl)-8-methyl-7,8-dihydro-6H-cyclopenta[e]pyrazolo[1,5-a]pyrimidine-6-carboxamide